C(C)OC(CCC=1C=C(C=CC1)C(C(=O)OCC1=CC=CC=C1)(CCC(CCO)(F)F)C)=O Benzyl 2-(3-(3-ethoxy-3-oxopropyl)phenyl)-5,5-difluoro-7-hydroxy-2-methylheptanoate